4-propylthiazolecarboxaldehyde C(CC)C=1N=C(SC1)C=O